C(OC=1C=C2CCN3C(C2=CC1OC([2H])([2H])[2H])=C\C(\N(C3=O)CCNC(=O)N)=N/C3=C(C=C(C=C3C)C)C)([2H])([2H])[2H] 2-[(2E)-9,10-bis(2H3)methoxy-4-oxo-2-[(2,4,6-trimethylphenyl)imino]-6H,7H-pyrimido[4,3-a]isoquinolin-3-yl]ethyl-urea